C1(=CC=CC=C1)S(=O)(=O)/C=C/CNC(=O)C=1C(NC=2CCN(CC2C1)C(=O)OCC(F)F)=O 2,2-Difluoroethyl 3-{[(2E)-3-(benzenesulfonyl)prop-2-en-1-yl]carbamoyl}-2-oxo-1,2,5,6,7,8-hexahydro-1,6-naphthyridine-6-carboxylate